N1=C(C=CC=2CCCNC12)CCCNC(=O)C1CCN(CC1)CC(=O)O 2-(4-(3-(5,6,7,8-tetrahydro-1,8-naphthyridin-2-yl)propylcarbamoyl)piperidin-1-yl)acetic acid